1-methyl-1,2,4-triazole-3-carboxylic acid CN1N=C(N=C1)C(=O)O